1-octyl-3-butylpyrrolium fluoride [F-].C(CCCCCCC)[NH+]1C=C(C=C1)CCCC